4-(3-((3R,SR)-3-Amino-5-methylpiperidin-1-carbonyl)-1-(4-cyclopropyl-2-fluorophenyl)-1H-pyrazol-5-yl)-2-fluorobenzonitril N[C@H]1CN(C[C@H](C1)C)C(=O)C1=NN(C(=C1)C1=CC(=C(C#N)C=C1)F)C1=C(C=C(C=C1)C1CC1)F |&1:5|